ethyl 1-((6-bromoisoquinolin-4-yl)methyl)piperidine-4-carboxylate BrC=1C=C2C(=CN=CC2=CC1)CN1CCC(CC1)C(=O)OCC